(R)-3-(6-((5-isopropyl-1H-pyrazol-3-yl)amino)pyrazin-2-yl)cyclohexan-1-one C(C)(C)C1=CC(=NN1)NC1=CN=CC(=N1)[C@H]1CC(CCC1)=O